ClC1=C2CCN(C(C2=CC(=C1)CN1C(=NC=C1)NC)=O)[C@@H](C)C1=NC=C(C#N)C(=C1)OCC (S)-6-(1-(5-chloro-7-((2-(methylamino)-1H-imidazol-1-yl)methyl)-1-oxo-3,4-dihydroisoquinolin-2(1H)-yl)ethyl)-4-ethoxynicotinonitrile